COC(CN1N=C(C=C1CC#N)Br)=O 2-(3-bromo-5-(cyanomethyl)-1H-pyrazol-1-yl)acetic acid methyl ester